FC[C@@H]1[C@@H](N(C1)C(=O)C=1C(=NN2C1NC(=CC2=O)C2=CC=C(C=C2)O[C@H](C(F)(F)F)C2=CC=CC=C2)C2=NC=CN=C2C)C 3-((2S,3S)-3-(fluoromethyl)-2-methylazetidin-1-carbonyl)-2-(3-methylpyrazin-2-yl)-5-(4-((S)-2,2,2-trifluoro-1-phenylethoxy)phenyl)pyrazolo[1,5-a]pyrimidin-7(4H)-one